ethyl (1,2-dimethyl-2,3-epoxycyclopentenyl)acetate CC=1C2(C(CC1)(O2)CC(=O)OCC)C